2-tertiary butyl-4-ethylphenol C(C)(C)(C)C1=C(C=CC(=C1)CC)O